N1C(=CC=2C=NC=CC21)CNC(CN2C(=NC=C(C2=O)NC(=O)C=2OC(=NN2)C2=CC=CC=C2)C2=CC=CC=C2)=O N-(1-(2-(((1H-pyrrolo[3,2-c]pyridine-2-yl)methyl)amino)-2-oxoethyl)-6-oxo-2-phenyl-1,6-dihydropyrimidin-5-yl)-5-phenyl-1,3,4-oxadiazole-2-carboxamide